C(CCCCC(=S)OCCC[Si](OCC)(OCC)OCC)(=S)OCCC[Si](OCC)(OCC)OCC bis(3-triethoxysilyl-1-propyl) dithioadipate